1,2-Dimyristoyl-sn-glycero-3-phosphorylcholin C(CCCCCCCCCCCCC)(=O)OC[C@@H](OC(CCCCCCCCCCCCC)=O)COP(=O)(O)OCC[N+](C)(C)C